5-ethoxycarbonylbenzotriazole C(C)OC(=O)C1=CC2=C(NN=N2)C=C1